(S)-4-(tert-butoxycarbonyl)-1,4-oxazepane-2-Carboxylic acid C(C)(C)(C)OC(=O)N1C[C@H](OCCC1)C(=O)O